C(C)(C)C=1C(=C(C2=C(C(C=C3C(=C2)C=C(C(C3(C)C)=O)C#CCCCC(=O)O)=O)C1)OC)OC 6-(8-isopropyl-6,7-dimethoxy-1,1-dimethyl-2,10-dioxo-2,10-dihydro-1H-dibenzo[a,d][7]annulen-3-yl)hex-5-ynoic acid